tert-butyl 6-[6-(2-cyano-3,6-difluoro-phenoxy)-4-oxo-quinazolin-3-yl]-2-azaspiro[3.3]heptane-2-carboxylate C(#N)C1=C(OC=2C=C3C(N(C=NC3=CC2)C2CC3(CN(C3)C(=O)OC(C)(C)C)C2)=O)C(=CC=C1F)F